N=1N(N=CC1)C1CCN(CC1)C(=O)OC(C)(C)C tert-Butyl 4-(2H-1,2,3-triazol-2-yl)piperidine-1-carboxylate